FC(S(=O)(=O)OC1=C(CCC[C@H]1[Si](CC)(CC)CC)C)(F)F (R)-2-methyl-6-(triethylsilyl)cyclohex-1-en-1-yl trifluoromethanesulfonate